FC(OC=1C=C2NC(C=3N(C2=C(C1C1=C2C=C(N(C2=CC=C1)CCOC)C(F)(F)F)F)C(=NN3)C)(C)C)F 7-(Difluoro-methoxy)-9-fluoro-8-[1-(2-methoxy-ethyl)-2-(trifluoromethyl)-1H-indol-4-yl]-1,4,4-trimethyl-5H-[1,2,4]triazolo[4,3-a]quinoxaline